C(=O)C1(CCC1)NC(OC(C)(C)C)=O tert-butyl (1-formylcyclobutyl)carbamate